C1(CCCC1)N1[C@@H](C(N(C=2C=NC(=NC12)NC1=C(C=C(C(=O)NCCCCCCCOC2CCN(CC2)C(=O)OC(C)(C)C)C=C1)OC)C)=O)CC tert-butyl 4-[7-[[4-[[(7R)-8-cyclopentyl-7-ethyl-5-methyl-6-oxo-7H-pteridin-2-yl]amino]-3-methoxy-benzoyl]amino]heptoxy]piperidine-1-carboxylate